N-(3-fluoro-4-(1,2,3,6-tetrahydropyridin-4-yl)phenyl)-2-methyl-4-(1,2,3,6-tetrahydropyridin-4-yl)benzamide bistrifluoroacetic acid salt FC(C(=O)O)(F)F.FC(C(=O)O)(F)F.FC=1C=C(C=CC1C=1CCNCC1)NC(C1=C(C=C(C=C1)C=1CCNCC1)C)=O